1-Azabicyclo[3.2.2]nonan-4-yl (1-(4'-(3-methoxypropoxy)-[1,1'-biphenyl]-4-yl)cyclopropyl)carbamate COCCCOC1=CC=C(C=C1)C1=CC=C(C=C1)C1(CC1)NC(OC1CCN2CCC1CC2)=O